N1=C(NC=2CNCCC21)C2COC1=CC=C(C=C1C2)ON2C(CCC1=CC=CN=C21)=O [3-(4,5,6,7-tetrahydro-3H-imidazo[4,5-c]pyridin-2-yl)chroman-6-yl]oxy-3,4-dihydro-1H-1,8-naphthyridin-2-one